FC1(C(N(C2=CC=CC=C12)CC1CC1)=O)C=1C(N(C2=CC=CC=C2C1)C)=O 3-(3-fluoro-1-cyclopropylmethyl-2-oxoindol-3-yl)-1-methylquinolin-2(1H)-one